N-(3-(2-(dimethylamino)pyridin-3-yl)-1-((2-(trimethylsilyl)ethoxy)methyl)-1H-pyrrolo[2,3-b]pyridin-6-yl)cyclopropanecarboxamide CN(C1=NC=CC=C1C1=CN(C2=NC(=CC=C21)NC(=O)C2CC2)COCC[Si](C)(C)C)C